N1N=C(C2=C1CNCC2)C(=O)OC(=O)C2=NNC=1CNCCC12 4,5,6,7-tetrahydro-1H-pyrazolo[3,4-c]pyridine-3-carboxylic anhydride